(3S)-1-[(4S)-7-(3,5-dimethylisoxazol-4-yl)-4-pyridin-2-yl-4,5-dihydroimidazo[1,5,4-de][1,4]benzoxazin-2-yl]piperidin-3-ol CC1=NOC(=C1C1=CC=C2C=3N([C@H](COC31)C3=NC=CC=C3)C(=N2)N2C[C@H](CCC2)O)C